((R)-1-((R)-2-(1,3-dioxoisoindolin-2-yl)-3-methoxypropanamido)-4-phenylbutyl)boronic acid O=C1N(C(C2=CC=CC=C12)=O)[C@@H](C(=O)N[C@@H](CCCC1=CC=CC=C1)B(O)O)COC